tert-butyl (3-(1H-indol-7-yl)-1-(methoxy (methyl) amino)-1-oxopropan-2-yl)carbamate N1C=CC2=CC=CC(=C12)CC(C(=O)N(C)OC)NC(OC(C)(C)C)=O